FC=1C(=C(C=C(C1)COC)[C@@H](C(=O)O)N1C[C@@H](CC1)OCCCCCC1=NC=2NCCCC2C=C1)OC (S)-2-(3-fluoro-2-methoxy-5-(methoxymethyl)phenyl)-2-((R)-3-((5-(5,6,7,8-tetrahydro-1,8-naphthyridin-2-yl)pentyl)oxy)pyrrolidin-1-yl)acetic acid